2-{[2-(trifluoromethyl)pyridin-3-yl]oxy}-6-azaspiro[3.5]nonane hydrochloride Cl.FC(C1=NC=CC=C1OC1CC2(C1)CNCCC2)(F)F